(2S,4R)-tert-butyl 4-hydroxy-2-((4-(4-methylthiazol-5-yl)benzyl)carbamoyl)pyrrolidine-1-carboxylate O[C@@H]1C[C@H](N(C1)C(=O)OC(C)(C)C)C(NCC1=CC=C(C=C1)C1=C(N=CS1)C)=O